CN(C)[Si](C)(N(C)C)CO[Si](OC)(C)N ((Bis(dimethylamino)(methylsilyl))(methyldimethoxysilyl))amine